C(SCC)([O-])=S.[K+] Potassium ethyl dithiocarbonate